potassium strontium fluoride [F-].[Sr+2].[K+].[F-].[F-]